ClC1=C(C=C(C=C1)NC(=O)NC1=C(C=C(OC2=CC(=NC=C2)C(=O)NC)C=C1)F)C(F)(F)F 4-[4-[[4-chloro-3-(trifluoromethyl)phenyl]carbamoylamino]-3-fluoro-phenoxy]-N-methyl-pyridine-2-carboxamide